O[C@H](CCCCC(=O)[O-])CCCl (R)-6-hydroxy-8-chlorooctanoate